hydrogen phosphate, hydrochloride Cl.P(=O)(O)(O)O